CC1(COC2=CC(=CC=C2C1NC(O[C@@H]1CN2CCC1CC2)=O)C2=CC=CC=C2)C (S)-quinuclidin-3-yl (3,3-dimethyl-7-phenylchroman-4-yl)carbamate